O=C1C(N2CCC1CC2)CNS(=O)(=O)C2=CC=NC=C2 N-((3-oxoquinuclidin-2-yl)methyl)pyridine-4-sulfonamide